FC1=C(C=CC=C1)C=1C=C2C(=NC1)C(CN2)(C)C 6-(2-fluorophenyl)-3,3-dimethyl-1H-pyrrolo[3,2-b]pyridine